NC1=C(C=CC(=C1N)C=1C=CC=C2C=CC=C(C12)C1=CC=C(C(=O)N[C@H](C)C2=CC=CC=C2)C=C1)C=1C=CC=C2C=CC=C(C12)C1=CC=C(C(=O)N[C@H](C)C2=CC=CC=C2)C=C1 4,4'-((2,3-diamino-1,4-phenylene)bis(naphthalene-8,1-diyl))bis(N-((R)-1-phenylethyl)benzamide)